COC1=NC(=CC=C1C=1C2=C(N=C(N1)N)N1C(C(=C2)C2=NC=CC=C2)=NCC1)N1CCNCC1 (2-methoxy-6-(piperazin-1-yl)pyridin-3-yl)-6-(pyridin-2-yl)-8,9-dihydroimidazo[1',2':1,6]pyrido[2,3-d]pyrimidin-2-amine